(3S,4S,5S)-5-(Hydroxymethyl)piperidine OC[C@H]1CCCNC1